FC1=CC(=C(C=C1F)NC(=O)NCC=1C=C2CN(C(C2=CC1)=O)C1C(NC(CC1)=O)=O)O 1-(4,5-difluoro-2-hydroxyphenyl)-3-((2-(2,6-dioxopiperidin-3-yl)-1-oxoisoindolin-5-yl)methyl)urea